2-chloro-N-[(5-cyano-2-fluoro-phenyl)methyl]-N-(3,5-dimethoxyphenyl)acetamide ClCC(=O)N(C1=CC(=CC(=C1)OC)OC)CC1=C(C=CC(=C1)C#N)F